NC#CC Amino-propyne